FC1=C(COC=2C=CC3=C(C(=C(O3)C)C(=O)N[C@@H]3COC[C@@H]3O)C2)C=CC=C1 5-((2-fluorobenzyl)oxy)-N-(cis-4-hydroxytetrahydrofuran-3-yl)-2-methylbenzofuran-3-carboxamide